N-methyl-5-(tetramethyl-1,3,2-dioxaborolan-2-yl)pyridin-2-amine CNC1=NC=C(C=C1)B1OC(C(O1)(C)C)(C)C